The molecule is a homoflavonoid glycoside that is ophioglonol attached to beta-D-glucopyranosyl residues at positions 7 and 4' respectively via glycosidic linkages. It has been isolated from the whole plants of Ophioglossum pedunculosum. It has a role as a metabolite and a plant metabolite. It is a beta-D-glucoside, a homoflavonoid glycoside and a hydroxy homoflavonoid. It derives from an ophioglonol. C1=CC(=C(C=C1C2=C(C(=O)C3=C(C=C(C=C3O2)O[C@H]4[C@@H]([C@H]([C@@H]([C@H](O4)CO)O)O)O)O)CO)O)O[C@H]5[C@@H]([C@H]([C@@H]([C@H](O5)CO)O)O)O